(2S)-2-(tert-butoxycarbonylamino)-3-(4-tert-butoxyphenyl)propanoic acid C(C)(C)(C)OC(=O)N[C@H](C(=O)O)CC1=CC=C(C=C1)OC(C)(C)C